FC1=C2CCN(C2=CC(=C1)F)C1=C2C[C@H]([C@H](C2=C(C=C1)S(=O)(=O)C)O)F (1S,2R)-4-(4,6-difluoroindolin-1-yl)-2-fluoro-7-(methylsulfonyl)-2,3-dihydro-1H-inden-1-ol